C(C)(C)(C)OC(NC(C(=O)NC=1C=C2CC(CC2=C(C1)F)C=O)(C)C)=O N-[2-[(7-fluoro-2-formyl-indan-5-yl)amino]-1,1-dimethyl-2-oxo-ethyl]carbamic acid tert-butyl ester